C(C)(C)(C)OC(=O)N1CC(CC1)N1C2=NC=NC=C2N=C1C1=C(C=CC=C1)F 3-(8-(2-fluorophenyl)-9H-purin-9-yl)pyrrolidine-1-carboxylic acid tert-butyl ester